((tert-Butyldiphenylsilyl)oxy)butanal [Si](C1=CC=CC=C1)(C1=CC=CC=C1)(C(C)(C)C)OC(C=O)CC